dihydroxycalcium malate C(C(O)CC(=O)O)(=O)O.O[Ca]O